ClC=1C=CC(=NC1)C(C(F)(F)F)O 1-(5-chloropyridin-2-yl)-2,2,2-trifluoroethan-1-ol